C1(=C(C=C(C=C1)C)C)C1(C(C=C(C(=C1)C1=C(C=C(C=C1)C)C)OCCCCCCCC)O)C1=NC=NC=N1 2,4-bis(2,4-xylyl)-2-(1,3,5-triazinyl)-5-octyloxyphenol